C(N)(=O)C1=NN(C=C1[N+](=O)[O-])CCOCCOCCOCCNC([O-])=O.N1=C(N=CC=C1)C=1N=NNC1.[Cu+2].C(N)(=O)C1=NN(C=C1[N+](=O)[O-])CCOCCOCCOCCNC([O-])=O copper pyrimidyl-triazole [2-[2-[2-[2-(3-carbamoyl-4-nitro-pyrazol-1-yl)ethoxy]ethoxy]ethoxy]ethyl]carbamate